[(3R)-3-hydroxy-3-methylpyrrolidin-1-yl]-[3-[2-[[(3S)-3-piperidyl]amino]-5-(trifluoromethyl)pyrimidin-4-yl]-1H-indol-6-yl]methanone O[C@]1(CN(CC1)C(=O)C1=CC=C2C(=CNC2=C1)C1=NC(=NC=C1C(F)(F)F)N[C@@H]1CNCCC1)C